CC1=CC(=NN1)NC=1C=2N(C=C(N1)NC1CC3CCC(C1)N3CCC#N)C=NN2 3-((3-exo)-3-((8-((5-methyl-1H-pyrazol-3-yl)amino)-[1,2,4]triazolo[4,3-a]pyrazin-6-yl)amino)-8-azabicyclo[3.2.1]oct-8-yl)propionitrile